octyl ether caprylate C(CCCCCCC)(=O)O.C(CCCCCCC)OCCCCCCCC